O-(2-oxo-1(2H)pyridyl)-N,N,N',N'-tetramethyluronium tetrafluoroborate F[B-](F)(F)F.O=C1N(C=CC=C1)OC(=[N+](C)C)N(C)C